4-((3-benzyl-9-methyl-4H,6H-thieno[2,3-e][1,2,4]triazolo[3,4-c][1,4]oxazepin-2-yl)ethynyl)-1H-pyrazol C(C1=CC=CC=C1)C1=C(SC=2N3C(COCC21)=NN=C3C)C#CC=3C=NNC3